5-chloro-4-fluoro-11-methyl-2-(methylsulfinyl)-8,9,10,11-tetrahydro-7-oxa-1,3,6,11-tetraazacycloocta[de]naphthalene ClC1=C(C=2N=C(N=C3C2C(=N1)OCCCN3C)S(=O)C)F